Pseudouridine triphosphate P(O)(=O)(OP(=O)(O)OP(=O)(O)O)OC[C@@H]1[C@H]([C@H]([C@@H](O1)C1=CNC(=O)NC1=O)O)O